3-[2-(trifluoromethyl)imidazo[4,5-b]pyridin-3-yl]cyclobutanol FC(C1=NC=2C(=NC=CC2)N1C1CC(C1)O)(F)F